O=C1NC(CCC1N1C(C2=CC=CC(=C2C1)C#CCCCNC(OC(C)(C)C)=O)=O)=O tert-butyl N-{5-[2-(2,6-dioxopiperidin-3-yl)-1-oxo-3H-isoindol-4-yl]pent-4-yn-1-yl}carbamate